2-(2-(4,4,5,5-tetramethyl-1,3,2-dioxaborolan-2-yl)phenyl)propan-2-ol CC1(OB(OC1(C)C)C1=C(C=CC=C1)C(C)(C)O)C